[methyl(pyrimidin-2-ylmethyl)amino]-4-nitro-thiophene-2-carboxylic acid CN(CC1=NC=CC=N1)C1=C(SC=C1[N+](=O)[O-])C(=O)O